tert-butyl (R)-3-(6-(2-chloro-3-methyl-1H-pyrrolo[2,3-b]pyridin-5-yl)-2-(2-hydroxy-2-methylpropanoyl)-1,2,3,4-tetrahydroisoquinolin-8-yl)morpholine-4-carboxylate ClC1=C(C=2C(=NC=C(C2)C=2C=C3CCN(CC3=C(C2)[C@H]2N(CCOC2)C(=O)OC(C)(C)C)C(C(C)(C)O)=O)N1)C